COC=1C=C(C=CC1)N(C)C[C@H]1OC[C@@H]([C@@H]2[C@H]1OC(O2)(C)C)NC2=NC(=CN=C2)C(F)(F)F N-((3aS,4R,7S,7aR)-4-(((3-methoxyphenyl)(methyl)amino)methyl)-2,2-dimethyltetrahydro-4H-[1,3]dioxolo[4,5-c]pyran-7-yl)-6-(trifluoromethyl)pyrazin-2-amine